CC1=CC=C(C=C1)S(=O)(=O)N1C=CC2=C1C(NC=C2)=O 1-p-toluenesulfonyl-1,6-dihydro-7H-pyrrolo[2,3-c]pyridin-7-one